(fluorophenylmethoxypyridyl)iridium(III) FC1=C(C(=NC=C1)[Ir+2])OCC1=CC=CC=C1